1-(3,3-dimethylbutyl)-3-(2-fluoro-4-methyl-5-((2-(methylamino)-8,9-dihydroimidazo[1',2':1,6]pyrido[2,3-d]pyrimidin-6-yl)amino)phenyl)urea hydrochloride Cl.CC(CCNC(=O)NC1=C(C=C(C(=C1)NC1=CC2=C(N=C(N=C2)NC)N2C1=NCC2)C)F)(C)C